BrC=1C(=CC2=C(C(=CO2)CO)C1)OC (5-bromo-6-methoxybenzofuran-3-yl)methanol